C12(CC3CC(CC(C1)C3)C2)CN2C(C(=CC=C2)NC([C@H](CCC(C(=O)NC)=O)NC(=O)C=2OC3=C(C2C)C=CC=C3)=O)=O (S)-N1-(1-(1-Adamantylmethyl)-2-oxo-1,2-dihydropyridin-3-yl)-N6-methyl-2-(3-methylbenzofuran-2-carboxamido)-5-oxohexandiamid